C(C1=CC=CC=C1)(C1=CC=CC=C1)(C1=CC=CC=C1)SC1=CC=C(C#N)C=C1 4-[(trityl)thio]-benzonitrile